(2R,4R)-4-({[(5S)-3-(3,5-difluorophenyl)-5-vinyl-4,5-dihydroisooxazol-5-yl]carbonyl}amino)tetrahydrofuran-2-carboxylic acid methyl ester COC(=O)[C@@H]1OC[C@@H](C1)NC(=O)[C@]1(CC(=NO1)C1=CC(=CC(=C1)F)F)C=C